COC1=CC=C(CN(S(=O)(=O)[C@H](CC(=O)O)[C@H](CC=C)C)CC2=CC=C(C=C2)OC)C=C1 (3R,4S)-3-(N,N-BIS(4-METHOXYBENZYL)SULFAMOYL)-4-METHYLHEPT-6-ENOIC ACID